3-bromo-2-ethyl-6-fluoro-N-(3-(oxazol-5-yl)-1H-indazol-5-yl)benzamide BrC=1C(=C(C(=O)NC=2C=C3C(=NNC3=CC2)C2=CN=CO2)C(=CC1)F)CC